4-(4-ethylphenyl)quinazoline C(C)C1=CC=C(C=C1)C1=NC=NC2=CC=CC=C12